CC1=NC=C(C=N1)N1CC(CC1)C1=C2C(NC(C2=CC=C1)=O)=O [1-(2-methylpyrimidin-5-yl)pyrrolidin-3-yl]isoindole-1,3-dione